methyl 3-fluoro-4-((N-(2-fluorophenyl)methylsulfonamido)methyl)benzoate FC=1C=C(C(=O)OC)C=CC1CN(S(=O)(=O)C)C1=C(C=CC=C1)F